C(C)(=O)[C@H]1CC[C@@H]2[C@@]1(CC[C@@H]1[C@@]([C@@H](CC[C@@H]21)/C=C\2/C(N(C1=CC=CC=C21)C2=CC=CC=C2)=O)(C)CCC(=O)O)C 3-((3S,3aS,5aS,6R,7S,9aR,9bS)-3-acetyl-3a,6-dimethyl-7-(((E)-2-oxo-1-phenylindolin-3-ylidene)methyl)dodecahydro-1H-cyclopenta[a]naphthalen-6-yl)propanoic acid